4-(2-((2r,5s)-2-(2-isopropylphenyl)-4-(4-methoxybenzyl)-5-methylpiperazin-1-yl)-7-azaspiro[3.5]nonan-7-yl)benzamide methyl-(3,4-dimethylbenzoyl)-L-phenylalaninate CN([C@@H](CC1=CC=CC=C1)C(=O)O)C(C1=CC(=C(C=C1)C)C)=O.C(C)(C)C1=C(C=CC=C1)[C@H]1N(C[C@@H](N(C1)CC1=CC=C(C=C1)OC)C)C1CC2(C1)CCN(CC2)C2=CC=C(C(=O)N)C=C2